4-(3,4-dicarboxyphenoxy)benzene C(=O)(O)C=1C=C(OC2=CC=CC=C2)C=CC1C(=O)O